dimethylbehenyl-ammonium C[NH+](CCCCCCCCCCCCCCCCCCCCCC)C